3-Methyl-1,3,5-tris(2-cyanoethoxy)pentan CC(CCOCCC#N)(CCOCCC#N)OCCC#N